imidazo[1,2-a]pyridine-7-sulfonamide N=1C=CN2C1C=C(C=C2)S(=O)(=O)N